N(=[N+]=[N-])C=1N=C(C2=C(N1)C=NN2)NCCCC 5-azido-N-butyl-1H-pyrazolo[4,3-d]pyrimidin-7-amine